ClC=1C=C(C=C(C1)Cl)C1=CC=NC=2N1N=C(C2C=2N=C1N(C=NC(=C1)C(F)(F)F)C2)S(=O)(=O)CC 2-(7-(3,5-dichlorophenyl)-2-(ethylsulfonyl)pyrazolo[1,5-a]pyrimidin-3-yl)-7-(trifluoromethyl)imidazo[1,2-c]pyrimidine